N-(2-chloro-4-fluoro-3-(((3-methyl-1-(tetrahydro-2H-pyran-2-yl)-1H-pyrazolo[3,4-b]pyridin-5-yl)oxy)methyl)phenyl)-5-fluoro-2-methylpyridine-3-sulfonamide ClC1=C(C=CC(=C1COC=1C=C2C(=NC1)N(N=C2C)C2OCCCC2)F)NS(=O)(=O)C=2C(=NC=C(C2)F)C